CN(CCCC1=C(N)C=CC=C1OC)C 2-(3-(dimethylamino)propyl)-3-methoxyaniline